(1S,2R)-2-((5-chloro-2-((4-(4-methylpiperazin-1-yl)-2-(trifluoromethyl)phenyl)amino)pyrimidin-4-yl)amino)cyclohexane-1-carboxamide ClC=1C(=NC(=NC1)NC1=C(C=C(C=C1)N1CCN(CC1)C)C(F)(F)F)N[C@H]1[C@H](CCCC1)C(=O)N